2-(2,2-difluoroethoxy)-6-(pyridin-2-yl)-7-(3,4,5-trifluorophenyl)-3H-imidazo[2,1-f][1,2,4]triazin-4-one FC(COC1=NN2C(C(N1)=O)=NC(=C2C2=CC(=C(C(=C2)F)F)F)C2=NC=CC=C2)F